CC1=NC=C(C(=O)O)C=C1NC1=NN(C2=NC(=NC=C21)NC=2N=CN(C2)C)C 6-methyl-5-((1-methyl-6-((1-methyl-1H-imidazol-4-yl)amino)-1H-pyrazolo[3,4-d]pyrimidin-3-yl)amino)nicotinic acid